C(C1=CC=CC=C1)C1=NN=NN1CCC[Si](OCC)(OCC)OCC 5-benzyl-1-[3-(triethoxysilyl)propyl]-1H-tetrazole